(S)-1-methyl-N-(3-(1-((1-methyl-1H-pyrazolo[3,4-b]pyrazin-6-yl)amino)ethyl)phenyl)-5-(trifluoromethyl)-1H-pyrazole-3-carboxamide CN1N=C(C=C1C(F)(F)F)C(=O)NC1=CC(=CC=C1)[C@H](C)NC1=CN=C2C(=N1)N(N=C2)C